ClC1=CC(=C(C=C1)COC1=CC=CC(=N1)C1CCN(CC1)CC=1N(C(=NN1)/C=C/C(=O)O)CC1CCOCC1)F (E)-3-[5-[[4-[6-[(4-chloro-2-fluoro-phenyl)methoxy]-2-pyridinyl]-1-piperidinyl]methyl]-4-(tetrahydropyran-4-ylmethyl)-1,2,4-triazol-3-yl]prop-2-enoic acid